O.S(=O)(=O)(O)O sulphate hydrate